C1(CCCC1)N1C(C(N(CC1)CC1=NC=C(C=N1)C=1SC=CN1)=O)=O 1-cyclopentyl-4-((5-(thiazol-2-yl)pyrimidin-2-yl)methyl)piperazine-2,3-dione